N-[5-(7-fluoro-5-methoxy-1H-benzimidazol-2-yl)-1H-pyrazol-3-yl]-6-(3-methoxyazetidin-1-yl)pyridine-3-carboxamide FC1=CC(=CC2=C1NC(=N2)C2=CC(=NN2)NC(=O)C=2C=NC(=CC2)N2CC(C2)OC)OC